dipentaerythritol hexapropeneAt C(C=C)(=O)OCC(COC(C=C)=O)(COCC(COC(C=C)=O)(COC(C=C)=O)COC(C=C)=O)COC(C=C)=O